1-(2-((2-methoxyphenyl)sulfonyl)vinyl)-2-chlorobenzene COC1=C(C=CC=C1)S(=O)(=O)C=CC1=C(C=CC=C1)Cl